Methyl (E)-5-bromo-6-((4-((tert-butoxycarbonyl)amino)but-2-en-1-yl)amino)nicotinate BrC=1C(=NC=C(C(=O)OC)C1)NC\C=C\CNC(=O)OC(C)(C)C